[N+](=[N-])=C1C(C2=CC=CC=C2C1=O)=O 2-diazo-1,3-indandione